4-(4-((6-methylhepta-1,5-dien-4-yl)oxy)phenyl)butan-2-one CC(=CC(CC=C)OC1=CC=C(C=C1)CCC(C)=O)C